C(C)(C)(C)OC(=O)N1CC(CC1)C=1C=NC(=CC1)N.N1=CC=C(C=C1)C=1C=C(C=C(C1)C1=CC=NC=C1)C1=NC(=NC(=C1)C1=CC(=CC(=C1)C1=CC=NC=C1)C1=CC=NC=C1)C1=CC(=CC=C1)C=1C=NC=CC1 4,6-bis(3,5-bis(pyridin-4-yl)phenyl)-2-(3-(pyridin-3-yl)phenyl)pyrimidine tert-butyl-3-(6-aminopyridin-3-yl)pyrrolidine-1-carboxylate